CN(C(OC(C)(C)C)=O)CCCC(=O)C1=CC2=NC(=CC(=C2O1)N1CCOCC1)N1N=C(C=C1)C=1C=C(C=CC1)C tert-butyl methyl(4-(7-morpholino-5-(3-(m-tolyl)-1H-pyrazol-1-yl)furo[3,2-b]pyridin-2-yl)-4-oxobutyl)carbamate